C(=O)(OC(C)(C)C)N[C@H](C)CO boc-D-alaninol